C(CCC)OC(=O)N1[C@@H](CCC1)C1=C2CNCC2=CC(=C1)Cl.C(C)(C)(C)[Si](C=1N(N=C2CCN(CC12)CC(=O)N)C)(F)C(C)(C)C {3-[di(tert-butyl)(fluoro)silyl]-2-methyl-4,5,6,7-tetrahydro-2H-1,2,5-triazainden-5-yl}acetamide butyl-(S)-2-(6-chloroisoindolin-4-yl)pyrrolidine-1-carboxylate